3,5-bis(trifluoro-methyl)-N-[1-[3-[4-(trifluoromethylsulfonyl)pyrazol-1-yl]pyrazin-2-yl]ethyl]benzamide FC(C=1C=C(C(=O)NC(C)C2=NC=CN=C2N2N=CC(=C2)S(=O)(=O)C(F)(F)F)C=C(C1)C(F)(F)F)(F)F